3-((4-(pyridin-4-yl)benzyl)amino)propanamide N1=CC=C(C=C1)C1=CC=C(CNCCC(=O)N)C=C1